[NH4+].BrC=1C=C(C2=C(N(C(=N2)C(C)O)C(C)C)C1)F 1-(6-bromo-4-fluoro-1-isopropyl-1H-benzo[d]imidazol-2-yl)ethan-1-ol Ammonium